N[C@@H](CC1=CNC2=CC=CC=C12)C(=O)N[C@@H](CC1=CC=CC=C1)C(=O)O tryptophanyl-phenylalanine